FC(C(=O)O)(F)F.CC1(OB(OC1(C)C)C1=CCCNC1)C 5-(4,4,5,5-tetramethyl-1,3,2-dioxaborolan-2-yl)-1,2,3,6-tetrahydropyridine trifluoroacetate salt